ClC1=CC=C(C(=N1)C(=O)O)N[C@H](C)C1=CC(=CC=2C(C(=C(OC21)C2=NC=CC=C2)C)=O)C 6-Chloro-3-[[(1R)-1-[3,6-dimethyl-4-oxo-2-(2-pyridinyl)benzopyran-8-yl]ethyl]amino]pyridine-2-carboxylic acid